2-(4-(5-((4-((3-aminopropyl)amino)butyl)amino)pentyl)phenyl)-5,7-dihydroxy-8-methoxy-4H-chromen-4-one, trihydrochloride Cl.Cl.Cl.NCCCNCCCCNCCCCCC1=CC=C(C=C1)C=1OC2=C(C(=CC(=C2C(C1)=O)O)O)OC